C(C)C12C=CC(C(C1)CC)C2 1,5-diethylnorbornene